[Li].[Li].OC=1C(=C(C#N)C=CC1)O dihydroxybenzonitrile dilithium